ClC=1C=C2C=C(COC2=CC1F)NC(OC)=O methyl (6-chloro-7-fluoro-2H-chromen-3-yl)carbamate